FC1(CC(C1)C(=O)NC=1C=CC(=NC1)C=1N=NN(C1NC(O[C@H](C)C=1C(=NC=C(C1)F)F)=O)C)F (R)-1-(2,5-difluoropyridin-3-yl)ethyl (4-(5-(3,3-difluorocyclobutane-1-carboxamido)pyridin-2-yl)-1-methyl-1H-1,2,3-triazol-5-yl)carbamate